NC1=NC2=C(C3=CN=CC=C13)C=C(C=C2)C(=O)N(C2COC1=NC(=CC=C12)C(F)(F)F)CC(F)(F)F 5-amino-N-(2,2,2-trifluoroethyl)-N-(6-(trifluoromethyl)-2,3-dihydrofuro[2,3-b]pyridin-3-yl)benzo[c][2,6]naphthyridin-9-carboxamide